C1=CC=C(C=C1)C(=O)OCC2C(C(C(C(O2)OC(=N)C(Cl)(Cl)Cl)OC(=O)C3=CC=CC=C3)OC(=O)C4=CC=CC=C4)OC(=O)C5=CC=CC=C5 2,3,4,6-Tetra-O-Benzoyl-α-D-mannopyranosyl trichloroacetimidate